FC1(CCN(CC1)C1=NC(=NC=C1C(F)(F)F)C(=O)NC1=C(C=C(C=C1)NS(=O)(=O)CCO)N1CCC2(CC2)CC1)F 4-(4,4-difluoropiperidin-1-yl)-N-(4-((2-hydroxyethyl)sulfonamido)-2-(6-azaspiro[2.5]octan-6-yl)phenyl)-5-(trifluoromethyl)pyrimidine-2-carboxamide